NC(C(CCC(=O)[O-])N1C(C2=CC=CC(=C2C1)NS(=O)(=O)C1=C(C=CC=C1)[N+](=O)[O-])=O)=O 5-amino-4-(4-((2-nitrophenyl)sulfonamido)-1-oxoisoindolin-2-yl)-5-oxopentanoate